4-(1-phenylethylamino)quinoline-3-carbonitrile C1(=CC=CC=C1)C(C)NC1=C(C=NC2=CC=CC=C12)C#N